COC=1C=C(C=CC1OC)C1=NC2=C(N1)C=C(C=C2)C2C[C@H](N(CC2)C2CCNCC2)CC(C)C 2-(3,4-dimethoxyphenyl)-6-(r-isobutyl-[1,4'-bipiperidin]-4-yl)-1H-benzo[d]imidazole